FC1=C(C=CC(=C1)F)C1CCC(CC1)CCNC1CCCC1 1-({2-[4-(2,4-Difluorophenyl)cyclohexyl]ethyl}amino)-cyclopentan